N-methyl-2-[[(2S)-1-methylpyrrolidin-2-yl]methoxy]-N-(1-naphthyl)-6-(4-prop-2-enoylpiperazin-1-yl)pyrimidine-4-carboxamide CN(C(=O)C1=NC(=NC(=C1)N1CCN(CC1)C(C=C)=O)OC[C@H]1N(CCC1)C)C1=CC=CC2=CC=CC=C12